OC1=C(C=C(C=C1)CCNC)OC 2-(4-hydroxy-3-methoxyphenyl)-N-methyl-ethanamine